Cl.FC(C=1C=C(NC2C(NC(CC2)=O)=O)C=CC1C1CCNCC1)F 3-[3-(difluoromethyl)-4-(4-piperidinyl)anilino]piperidine-2,6-dione hydrochloride